2-((7-(3-chlorophenyl)-4,5,6,7-tetrahydrobenzo[d]thiazol-2-yl)amino)-2-oxoethyl methylsulfamate CNS(OCC(=O)NC=1SC2=C(N1)CCCC2C2=CC(=CC=C2)Cl)(=O)=O